4-(((4-((2,6-dioxopiperidin-3-yl)amino)benzyl)amino)methyl)-N-(4-methyl-3-((4-(pyridin-3-yl)pyrimidin-2-yl)amino)phenyl)benzamide O=C1NC(CCC1NC1=CC=C(CNCC2=CC=C(C(=O)NC3=CC(=C(C=C3)C)NC3=NC=CC(=N3)C=3C=NC=CC3)C=C2)C=C1)=O